Dimethyl 1,3-dioxo-1,3-dihydroisobenzofuran-5,6-dicarboxylate O=C1OC(C2=CC(=C(C=C12)C(=O)OC)C(=O)OC)=O